CC1C=CCCC1(C)C=O Dimethylcyclohex-3-ene-1-carbaldehyde